C(C)(=O)N1[C@@H]2[C@@H](N(C[C@H]1CC2)S(=O)(=O)C=2C=NC(=CC2)OC2=CC=C(C=C2)F)C(=O)NOC2OCCCC2 (1S,2R,5R)-8-acetyl-3-((6-(4-fluorophenoxy)pyridin-3-yl)sulfonyl)-N-((tetrahydro-2H-pyran-2-yl)oxy)-3,8-diazabicyclo[3.2.1]octane-2-carboxamide